NC1C(CCCC1)C(C)(C)C1CCCCC1N 2,2-bis(4-amino-3-cyclohexyl)propane